CC1(C(C1)C1=CC=C(C=C1)C[C@H](C=O)C)C (2R)-3-(4-(2,2-dimethylcyclopropyl)phenyl)-2-methylpropionaldehyde